OCC1=CC(=C(C=C1)NC(=O)C1(CNC(C1)=O)C1=C(C=CC=C1)C(C)C)OC N-(4-(hydroxymethyl)-2-methoxyphenyl)-3-(2-isopropylphenyl)-5-oxopyrrolidine-3-carboxamide